Cl.N(=[N+]=[N-])CC1N[C@H](C2=C1C=NC=1C(=C(C(=CC21)OC)Cl)Cl)C (1S)-3-(azidomethyl)-6,7-dichloro-8-methoxy-1-methyl-2,3-dihydro-1H-pyrrolo[3,4-c]quinoline hydrochloride